N[C@H]1CN(CCC1)C(=O)C1=CC2=C(N(C(=N2)C2=CC=3C(=NC=CC3)N2CC2CC(C2)(O)C)C)C=C1 3-[(2-{5-[(3R)-3-Aminopiperidine-1-carbonyl]-1-methyl-1H-1,3-benzodiazol-2-yl}-1H-pyrrolo[2,3-b]pyridin-1-yl)methyl]-1-methylcyclobutan-1-ol